chlorotrimethylammonium ethylmethacrylate C(C)OC(C(=C)C)=O.Cl[N+](C)(C)C